C(=O)(O)CCCCCCCCCCSSCCCCCCCCCCC(=O)O Bis-(10-carboxydecyl)disulfid